MOLYBDENUM DISELENIDE [Mo](=[Se])=[Se]